2-[4-(dimethylamino)butanoylamino]-N,N'-bis[(Z)-octadec-9-enyl]butanediamide CN(CCCC(=O)NC(C(=O)NCCCCCCCC\C=C/CCCCCCCC)CC(=O)NCCCCCCCC\C=C/CCCCCCCC)C